3-benzyloxy-4-(1-naphthyl)-5-(4-pyridyl)-isothiazole C(C1=CC=CC=C1)OC1=NSC(=C1C1=CC=CC2=CC=CC=C12)C1=CC=NC=C1